CC1=C(C#N)C=CC=C1[C@@H](C)NC1=NN=C(C2=CC(=C(C=C12)NC)C(=O)N1CCC(CC1)N1CCOCC1)C (R)-2-methyl-3-(1-((4-methyl-7-(methylamino)-6-(4-morpholinopiperidine-1-carbonyl)phthalazin-1-yl)amino)ethyl)benzonitrile